C(CCCCCCCCC(=O)O)C(=O)O nonane-1,9-dicarboxylic acid